N1C=NC=C1C1=CC=C(OCC2CCN(CC2)C(=O)OCC2=CC(=CC(=C2)Cl)Cl)C=C1 3,5-dichlorobenzyl 4-((4-(1H-imidazol-5-yl)phenoxy)methyl)piperidine-1-carboxylate